ClC=1C=C(C=C2C(=C(C=NC12)C#N)NC1=CC(=C(C=C1)F)Cl)N[C@H](C=1N=NNC1)C1=CSC=2CNCCC21 (S)-8-chloro-4-((3-chloro-4-fluorophenyl)amino)-6-(((4,5,6,7-tetrahydrothieno[2,3-c]pyridin-3-yl)(1H-1,2,3-triazol-4-yl)methyl)amino)quinoline-3-carbonitrile